(E)-1-(2-(9-ethoxy-2-(mesitylimino)-10-methoxy-4-oxo-6,7-dihydro-2H-pyrimido[6,1-a]isoquinolin-3(4H)-yl)ethyl)urea C(C)OC=1C=C2CCN3C(C2=CC1OC)=C\C(\N(C3=O)CCNC(=O)N)=N/C3=C(C=C(C=C3C)C)C